N1=CC(=CC=C1)C=CC(=O)C1=C(C(=C(C=C1)O)O)O 3-(pyridin-3-yl)-1-(2,3,4-trihydroxyphenyl)prop-2-en-1-one